C(C)(C)(C)C1=CC(=CC=C1)OCC 4-tert-butyl-2-ethoxybenzene